C(C)N(C1=CC=C2C(=C(C(OC2=C1)=O)C1=CC=C(C=C1)N=C=S)C)CC 7-diethylamino-3-(4'-isothiocyanatophenyl)-4-methyl-coumarin